(R)-1-acetylpyrrolidine C(C)(=O)N1CCCC1